BrC1=C(SC=2C1=NC=CC2Cl)C=C 3-bromo-7-chloro-2-vinylthieno[3,2-b]pyridine